N-(4-(6-(2-methoxyethoxy)pyrazolo[1,5-a]pyrazin-4-yl)-2-methylbenzyl)-3-(1-methylcyclopropyl)-1,2,4-oxadiazole-5-carboxamide COCCOC=1N=C(C=2N(C1)N=CC2)C2=CC(=C(CNC(=O)C1=NC(=NO1)C1(CC1)C)C=C2)C